C1(CCCCC1)CNC(=O)C1COC2=CC=CC=C2C1 N-(cyclohexylmethyl)chroman-3-carboxamide